(methyl)acryloyloxyammonium chloride [Cl-].C[NH2+]OC(C=C)=O